C(#N)[C@H]1N([C@H]2C[C@H]2C1)C(CC=1C(=NC2=CC=C(C=C2C1C(=O)N)I)C)=O (2-((1S,3S,5S)-3-cyano-2-azabicyclo[3.1.0]hex-2-yl)-2-oxoethyl)-6-iodo-2-methylquinoline-4-carboxamide